C(C(O)C)(=O)OCC L-1-ethyl lactate